2,3,4,5,6-pentafluoro-2'-nitro-3'-trifluoromethylbiphenyl FC1=C(C(=C(C(=C1F)F)F)F)C1=C(C(=CC=C1)C(F)(F)F)[N+](=O)[O-]